NCCNC(C1=C(C=CC(=C1)C=1C(=NC=CC1)OCC)N1[C@@H](CN(CC1)C(C1=C(C=C(C=C1)Cl)N1CCC(CC1)N)=O)CC)=O N-(2-aminoethyl)-2-[(2R)-4-[2-(4-aminopiperidin-1-yl)-4-chlorobenzoyl]-2-ethylpiperazin-1-yl]-5-(2-ethoxypyridin-3-yl)benzamide